CN1N=C(C(=C1)N1C(SC=C1)C=1C=NNC1)C1=CC=NC=C1 N-(1-methyl-3-pyridin-4-yl-1H-pyrazol-4-yl)-2-(1H-pyrazol-4-yl)-1,3-thiazole